O1C(=CC=C1)C=C1C(N(C(N(C1=O)C)(C)C)C)=O 5-((furan-2-yl)methylene)-dihydro-1,2,2,3-tetramethylpyrimidine-4,6(1H,5H)-dione